tert-butyl (2S,4R)-4-cyano-2-(((3R,5R)-1-isobutyryl-5-((4-((4-(morpholinomethyl)phenyl) ethynyl)benzyl)carbamoyl)pyrrolidin-3-yl)carbamoyl)pyrrolidine-1-carboxylate C(#N)[C@@H]1C[C@H](N(C1)C(=O)OC(C)(C)C)C(N[C@H]1CN([C@H](C1)C(NCC1=CC=C(C=C1)C#CC1=CC=C(C=C1)CN1CCOCC1)=O)C(C(C)C)=O)=O